CC1=NC=C(C(=C1)C1=C2CCN(C(C2=CC(=C1)CCN(C)CC)=O)CC1=NC=C(C#N)C(=C1)OCC)C 6-((5-(2,5-dimethylpyridin-4-yl)-7-(2-(ethyl(methyl)amino)ethyl)-1-oxo-3,4-dihydroisoquinolin-2(1H)-yl)methyl)-4-ethoxynicotinonitrile